(3S)-1'-[6-amino-5-(2,3-dichlorophenyl)pyrazin-2-yl]-1,3-dihydrospiro[indene-2,4'-piperidin]-3-amine NC1=C(N=CC(=N1)N1CCC2(CC1)CC1=CC=CC=C1[C@H]2N)C2=C(C(=CC=C2)Cl)Cl